N-methyl-1-[3-(tetrahydrofuran-3-ylmethyl)-4-pyridyl]methanamine CNCC1=C(C=NC=C1)CC1COCC1